benzyl (5S)-3-methyl-3,7-diazadispiro[3.0.45.24]undecane-7-carboxylate CN1CCC12[C@@]1(CN(CC1)C(=O)OCC1=CC=CC=C1)CC2